1-[(4-{3-azabicyclo[3.1.0]hex-3-yl}-3-cyanophenyl)methyl]-1H-imidazole-4-carboxylic acid C12CN(CC2C1)C1=C(C=C(C=C1)CN1C=NC(=C1)C(=O)O)C#N